FC=1C(=NC=C(C1C)F)S(=O)(=O)N(C=1N=CSC1)CC1=CC=C(C=C1)OC 3,5-difluoro-N-(4-methoxybenzyl)-4-methyl-N-(thiazol-4-yl)pyridine-2-sulfonamide